N[C@@H]1C[C@H]([C@H](C1)NC(OC(C)(C)C)=O)O[Si](C)(C)C(C)(C)C tert-butyl N-[(1S,2R,4S)-4-amino-2-[tert-butyl(dimethyl)silyl]oxy-cyclopentyl]carbamate